FC1(CCC(CC1)N1N=CC2=C1N=C(NC2=O)SCC=2OC1=C(N2)C(=CC=C1)[N+](=O)[O-])F 1-(4,4-Difluorocyclohexyl)-6-(((4-nitrobenzo[d]oxazol-2-yl)methyl)thio)-1,5-dihydro-4H-pyrazolo[3,4-d]pyrimidin-4-on